N-(3-((Dimethylamino)methyl)-4-hydroxy-4-(3-methoxyphenyl)cyclohexyl)-N-methylthiophene-2-sulfonamide hydrochloride Cl.CN(C)CC1CC(CCC1(C1=CC(=CC=C1)OC)O)N(S(=O)(=O)C=1SC=CC1)C